C(C(C(CCCCO)O)O)O 1,2,3,7-heptanetetraol